ClC1=CC=CC2=C1C(=NO2)NS(=O)(=O)C2=C(C=CC(=C2)C2=CC=NO2)C N-(4-chlorobenzo[d]isoxazol-3-yl)-5-(isoxazol-5-yl)-2-methylbenzenesulfonamide